dimethyl-pyrrol-3-amine CC=1C(=C(NC1)C)N